C(C)(C)OC(=O)C=1C=C(C=CC1)N1N=C(C(C1=O)C(=O)[O-])C 1-(3-(isopropoxycarbonyl) phenyl)-3-methyl-5-oxo-4,5-dihydro-1H-pyrazole-4-carboxylate